C(CCCCCCC)OC=1C(C(=O)O)=CC=CC1.C(C=1C(O)=CC=CC1)(=O)OCCCCCCCC octyl salicylate (octyl salicylate)